(S)-2-((4-((6-((4-cyano-2-fluorobenzyl)oxy)pyridine-2-yl)oxy)piperidin-1-yl)methyl)-1-(oxetane-2-ylmethyl)-1H-benzo[d]imidazole-6-carboxylic acid methyl ester COC(=O)C=1C=CC2=C(N(C(=N2)CN2CCC(CC2)OC2=NC(=CC=C2)OCC2=C(C=C(C=C2)C#N)F)C[C@H]2OCC2)C1